S1C(=NC2=C1C=CC=C2)SC2=CC=C(C=C2)NC(=O)NC2=CC=CC=C2 1-(4-(benzo[d]thiazole-2-sulfenyl)phenyl)-3-phenylurea